bis[4-(2-aminophenoxy)phenyl]anthracene NC1=C(OC2=CC=C(C=C2)C=2C3=CC=CC=C3C(=C3C=CC=CC23)C2=CC=C(C=C2)OC2=C(C=CC=C2)N)C=CC=C1